CC=1OC=CC1SC1OCCN(C1)CC=O 2-(((2-methylfuran-3-yl)thio)morpholino)ethan-1-one